NC=1C=C(C(=NC1)C1=C(C=2N=CN=C(C2N1C1=CC(=C(C=C1)O)F)NCC1=CC=C(C=C1)OC)CC)C 4-[6-(5-amino-3-methylpyridin-2-yl)-4-{[(4-methoxyphenyl)methyl]amino}-7-ethyl-5H-pyrrolo[3,2-d]pyrimidin-5-yl]-2-fluorophenol